(S)-2-fluoro-4-nitro-3-((oxetan-2-ylmethyl)amino)benzoic acid methyl ester COC(C1=C(C(=C(C=C1)[N+](=O)[O-])NC[C@H]1OCC1)F)=O